FC1(CC(C1)OC1=NN(C2=CC=C(C=C12)N)C)F 3-(3,3-difluorocyclobutyloxy)-1-methyl-1H-indazole-5-amine